(9S,13S,16R)-9-benzyl-16-hydroxy-13-methyl-N-(2-methylpyridin-3-yl)-7,9,11,12,13,15,16,17-octahydro-6H-cyclopenta[a]phenanthrene-3-carboxamide C(C1=CC=CC=C1)[C@@]12CC[C@]3(C[C@H](CC3=C1CCC=1C=C(C=CC21)C(=O)NC=2C(=NC=CC2)C)O)C